4-amino-7-fluoro-N-propyl-8-(4-(trifluoromethyl)pyrimidin-5-yl)isoquinoline-3-carboxamide NC1=C(N=CC2=C(C(=CC=C12)F)C=1C(=NC=NC1)C(F)(F)F)C(=O)NCCC